N-(7-fluoro-4-morpholino-8-(2,3,5-trifluorophenyl)quinolin-3-yl)quinoline-4-carboxamide FC1=CC=C2C(=C(C=NC2=C1C1=C(C(=CC(=C1)F)F)F)NC(=O)C1=CC=NC2=CC=CC=C12)N1CCOCC1